cyclopropyl-5-(dimethylphosphoryl)quinolin C1(CC1)C1=NC2=CC=CC(=C2C=C1)P(=O)(C)C